6-(7,8-dimethyl-[1,2,4]triazolo[4,3-b]pyridazin-6-yl)-2-methyl-7,8-dihydro-5H-1,6-naphthyridine CC1=C(C=2N(N=C1N1CC=3C=CC(=NC3CC1)C)C=NN2)C